O1C=2C(OCC1COCCC(S(=O)(=O)[O-])CCC)=CSC2.[Na+] sodium 3-[(2,3-dihydrothieno[3,4-b][1,4]dioxin-2-yl) methoxy]-1-propyl-1-propanesulfonate